2-((1H-pyrazol-3-yl)methyl)-6-(3-methoxybenzyl)-4-methyl-4,6-dihydro-5H-thiazolo[5',4':4,5]pyrrolo[2,3-d]pyridazin-5-one N1N=C(C=C1)CC=1SC2=C(N(C=3C(N(N=CC32)CC3=CC(=CC=C3)OC)=O)C)N1